bis(thienyl)-benzooxadiazole S1C(=CC=C1)C=1C=CC2=C(N=NO2)C1C=1SC=CC1